N1N=CC2=CC(=CC=C12)NC1CCCC=2C(=C(C(=CC12)C#N)OCCC)Cl 8-((1H-indazol-5-yl)amino)-4-chloro-3-propoxy-5,6,7,8-tetrahydronaphthalene-2-carbonitrile